CCN(CC)CCCCl 3-chloro-N,N-diethylpropan-1-amine